2-(4-(6-isopropyl-5-(8-methoxy-[1,2,4]triazolo[1,5-a]pyridin-6-yl)-4H-pyrrolo[3,2-d]thiazol-2-yl)piperidin-1-yl)-N-methylacetamide C(C)(C)C1=C(NC2=C1N=C(S2)C2CCN(CC2)CC(=O)NC)C=2C=C(C=1N(C2)N=CN1)OC